N-[cyclooctyl-(4-methoxy-1H-benzimidazol-2-yl)methyl]-3-methylisoxazole-4-carboxamide C1(CCCCCCC1)C(NC(=O)C=1C(=NOC1)C)C1=NC2=C(N1)C=CC=C2OC